6-((5-Fluoropyridin-2-yl)amino)-N-methoxy-4-((2-(N-methylmethylsulfonamido)phenyl)amino)nicotinamide FC=1C=CC(=NC1)NC1=NC=C(C(=O)NOC)C(=C1)NC1=C(C=CC=C1)N(S(=O)(=O)C)C